C(#N)C1=C(OC=2C=C3C(N(C=NC3=CC2)CCCC2CCN(CC2)CC(=O)[O-])=O)C(=CC=C1NS(N(C)CC)(=O)=O)F 2-[4-[3-[6-[2-cyano-3-[[ethyl(methyl)sulfamoyl]amino]-6-fluoro-phenoxy]-4-oxo-quinazolin-3-yl]propyl]-1-piperidyl]acetate